1-[2-(4-chlorophenyl)-3-(3-methyl-1H-pyrrolo[2,3-b]pyridin-4-yl)-6,7-dihydropyrazolo[1,5-a]pyrazin-5(4H)-yl]prop-2-en-1-one ClC1=CC=C(C=C1)C1=NN2C(CN(CC2)C(C=C)=O)=C1C1=C2C(=NC=C1)NC=C2C